CC1=C(C=NC=C1)C1=CC2=C(NC(O2)=S)C=C1 6-(4-methylpyridin-3-yl)benzo[d]oxazole-2(3H)-thione